C(C1=CC=CC=C1)OC1=CC(=NC2=CC=NC(=C12)C=1N(C=CN1)COCC[Si](C)(C)C)C=1C(=NC=C(C1C)C(F)(F)F)OC1=C(C(=C(C=C1)F)F)C 2-[[2-[4-benzyloxy-2-[2-(3,4-difluoro-2-methyl-phenoxy)-4-methyl-5-(trifluoromethyl)-3-pyridinyl]-1,6-naphthyridin-5-yl]imidazol-1-yl]methoxy]ethyl-trimethyl-silane